6,8-difluoro-5-nitro-1,2,3,4-tetrahydronaphthalen-1-one FC=1C(=C2CCCC(C2=C(C1)F)=O)[N+](=O)[O-]